ClC1=C(C=C(C=C1)F)[C@H]([C@H](C)C=1N(C(C(=C(N1)C(=O)NC=1C=NOC1)O)=O)C)C=1C(=NN(C1)C)C#N 2-((1r,2s)-1-(2-chloro-5-fluorophenyl)-1-(3-cyano-1-methyl-1H-pyrazol-4-yl)propan-2-yl)-5-hydroxy-N-(isoxazol-4-yl)-1-methyl-6-oxo-1,6-dihydropyrimidine-4-carboxamide